Dimethyl 2,6-dibromoheptanedioate BrC(C(=O)OC)CCCC(C(=O)OC)Br